C(C(=C)C)(=O)O.OCCOC(C=1C(C(=O)O)=CC=CC1)=O.C(#C)C=1SC=C(N1)C(=O)NCCC1=CC(=CC=C1)NS(=O)(=O)C 2-Ethynyl-N-(3-(methylsulfonamido)phenethyl)thiazole-4-carboxamide hydroxyethyl-phthalate methacrylate